C(C)(C)(C)C=1C=C(C=CC1)[C@H](C)NC(=O)C1=CC2=C(N(C(=N2)C)CC2=CC(=CC=C2)O)C=C1 (S)-N-(1-(3-(tert-butyl)phenyl)ethyl)-1-(3-hydroxybenzyl)-2-methyl-1H-benzo[d]imidazole-5-carboxamide